(3-bromophenyl)(1-cyclopentyl-6-nitro-1H-indol-3-yl)methanone BrC=1C=C(C=CC1)C(=O)C1=CN(C2=CC(=CC=C12)[N+](=O)[O-])C1CCCC1